N-[1-[6-(aminomethyl)pyridin-2-yl]azetidin-3-yl]-N-methylcarbamic acid tert-butyl ester C(C)(C)(C)OC(N(C)C1CN(C1)C1=NC(=CC=C1)CN)=O